(((oxetan-2-yl)methyl)amino)benzoic acid methyl ester COC(C1=C(C=CC=C1)NCC1OCC1)=O